4-(5-methyl-1,3,4-thiadiazol-2-yl)benzoyl chloride CC1=NN=C(S1)C1=CC=C(C(=O)Cl)C=C1